N6-((((S,E)-cyclooct-2-en-1-yl)oxy)carbonyl)-L-lysine [C@H]1(\C=C\CCCCC1)OC(=O)NCCCC[C@H](N)C(=O)O